3-[({(1S)-5-[methyl(4-tolyl)amino]isoindolinyl}methyl)amino]pyridine-4-carboxylic acid CN(C=1C=C2CN[C@@H](C2=CC1)CNC=1C=NC=CC1C(=O)O)C1=CC=C(C=C1)C